CNN(C(=O)N)NC N,N-dimethylaminourea